[Si](C1=CC=CC=C1)(C1=CC=CC=C1)(C(C)(C)C)OCC1=C(N=C(N1COCC[Si](C)(C)C)C(NC1=NC(=C(C=C1)F)C)C1=CC(=C(C=C1)F)Cl)S(=O)(=O)N 5-(((tert-butyldiphenylsilyl)oxy)methyl)-2-((3-chloro-4-fluorophenyl)((5-fluoro-6-methylpyridin-2-yl)amino)methyl)-1-((2-(trimethylsilyl)ethoxy)methyl)-1H-imidazole-4-sulfonamide